[N+]1(=CC=CC=C1)C(=O)[O-] pyridiniumAt